(±)-5-(1-amino-6-((trans)-2-(1-methyl-1H-pyrazol-4-yl)cyclopropane-1-carboxamido)-2,7-naphthyridin-3-yl)-N,N,4-trimethylpyridineamide NC1=NC(=CC2=CC(=NC=C12)NC(=O)[C@H]1[C@@H](C1)C=1C=NN(C1)C)C=1C(=CC(=NC1)C(=O)N(C)C)C |r|